S1C=CCC=C1 4H-thiainine